1-(4-(2-(3,5-dichloro-4-(3-chloro-2-hydroxypropoxy)phenyl)propan-2-yl)phenoxy)-3-(methylsulfonamido)propan-2-yl acetate C(C)(=O)OC(COC1=CC=C(C=C1)C(C)(C)C1=CC(=C(C(=C1)Cl)OCC(CCl)O)Cl)CNS(=O)(=O)C